5-cyclopropylisoxazole-4-carboxylic acid ethyl ester C(C)OC(=O)C=1C=NOC1C1CC1